ClC=1C=C(C=CC1)NC1=C2N=CN(C2=NC(=N1)N[C@@H]1[C@@H](CCCC1)NC(OC(C)(C)C)=O)C(C)C |r| racemic-tert-butyl (cis-2-((6-((3-chlorophenyl)amino)-9-isopropyl-9H-purin-2-yl)amino)cyclohexyl)carbamate